Cl.FC=1C=2N(C=C(C1)NC(=O)C1=CC=C(C3=CN(N=C13)C)N1C[C@@H](CC1)N1CCNCC1)C=C(N2)C N-{8-fluoro-2-methylimidazo[1,2-a]pyridin-6-yl}-2-methyl-4-[(3R)-3-(piperazin-1-yl)pyrrolidin-1-yl]indazole-7-carboxamide hydrochloride